(S)-5-(3-(((tert-Butoxycarbonyl)(cyclopropyl)amino)methyl)pyrrolidin-1-yl)pyrazine-2-carboxylic acid lithium [Li].C(C)(C)(C)OC(=O)N(C1CC1)C[C@@H]1CN(CC1)C=1N=CC(=NC1)C(=O)O